6-(2,4-dimethoxypyrimidin-5-yl)-3-fluoro-8-[(1S,2S)-2-phenylcyclopropyl]imidazo[1,2-b]pyridazine COC1=NC=C(C(=N1)OC)C=1C=C(C=2N(N1)C(=CN2)F)[C@@H]2[C@H](C2)C2=CC=CC=C2